2-cyclopropyl-5-(3-(1-methyl-1H-pyrazol-4-yl)pyrazolo[1,5-a]pyridin-5-yl)-7H-pyrrolo[2,3-d]pyrimidine C1(CC1)C=1N=CC2=C(N1)NC=C2C2=CC=1N(C=C2)N=CC1C=1C=NN(C1)C